ClC=1C=CC2=C(C=3NC[C@H](NC(C3S2)=O)C)N1 (R)-9-chloro-3-methyl-1,2,3,4-tetrahydro-5H-pyrido[2',3':4,5]thieno[3,2-e][1,4]diazepin-5-one